N[C@H](C(C(=O)N)O)C[C@H]1C(NCC1)=O (3S)-3-amino-2-hydroxy-4-[(3S)-2-oxopyrrolidin-3-yl]Butyramide